CN(C1=CC=C(N=N1)C1=C(C=C(C=C1)C=1C=NN(C1)CCN1CCOCC1)O)C1CC(NC(C1)(C)C)(C)C 2-(6-(methyl(2,2,6,6-tetramethylpiperidin-4-yl)amino)pyridazin-3-yl)-5-(1-(2-morpholino-ethyl)-1H-pyrazol-4-yl)phenol